(1R,3R,5R)-N-((R)-(4-chloro-3,5-difluorophenyl)(cyclopropyl)methyl)-2-(3-(methylsulfonyl)benzoyl)-2-azabicyclo[3.1.0]hexane-3-carboxamide ClC1=C(C=C(C=C1F)[C@H](NC(=O)[C@@H]1N([C@@H]2C[C@@H]2C1)C(C1=CC(=CC=C1)S(=O)(=O)C)=O)C1CC1)F